C1(CC1)C=1C=C2C=C(NC2=CC1OCC1=NOC=C1)CNC(=O)C1(CC1)C N-({5-cyclopropyl-6-[(3-isoxazolyl)methoxy]-2-indolyl}methyl)1-methylcyclopropanecarboxamide